N-methyl-N-[[3-(trifluoromethyl)phenyl]methyl]-1H-imidazole-4-carboxamide CN(C(=O)C=1N=CNC1)CC1=CC(=CC=C1)C(F)(F)F